(3-hydroxy-3-phenylpropoxy)carbamate OC(CCONC([O-])=O)C1=CC=CC=C1